N1=CN=C2N1C1=CC=C(C=C1C=C2)[C@@](C(=O)OC(C)C)(CC(C)(C)C)NC(=O)OCC2=CC=CC=C2 isopropyl (R)-2-([1,2,4]triazolo[1,5-a]quinolin-7-yl)-2-(((benzyloxy) carbonyl) amino)-4,4-dimethylvalerate